OC1=C(C=CC(=C1)C(F)(F)F)C=1C2=C(C(=NN1)N[C@H]1CN(CCC1)CC(=O)O)COC2 (R)-2-(3-((4-(2-hydroxy-4-(trifluoromethyl)phenyl)-5,7-dihydrofuro[3,4-d]pyridazin-1-yl)amino)piperidin-1-yl)acetic acid